CN1C(C2=C(C=3C=CC=CC13)C(=CN2C2=CC=C(C=C2)[N+](=O)[O-])C(=O)O)=O 5-methyl-3-(4-nitrophenyl)-4-oxo-4,5-dihydro-3H-pyrrolo[2,3-c]quinoline-1-carboxylic acid